(R)-1-(1-(tert-butoxycarbonyl)pyrrolidin-3-yl)-3-cyano-4-(4-(2,6-difluorophenoxy)phenyl)-1H-pyrrole-2-carboxylic acid ethyl ester C(C)OC(=O)C=1N(C=C(C1C#N)C1=CC=C(C=C1)OC1=C(C=CC=C1F)F)[C@H]1CN(CC1)C(=O)OC(C)(C)C